C(C(C)C)(=O)C1C(CCCC1)=O 2-isobutyrylcyclohexan-1-one